5-bromo-2-[2-[2-[2-[2-[2-(2-methoxyethoxy)ethoxy]ethoxy]ethoxy]ethoxy]ethoxy]-4-methyl-pyridine BrC=1C(=CC(=NC1)OCCOCCOCCOCCOCCOCCOC)C